diisopropylamine lithium [Li].C(C)(C)NC(C)C